2-(4-methoxyphenyl)-1-phenyl-ethanol COC1=CC=C(C=C1)CC(O)C1=CC=CC=C1